(5R)-N-[(3S)-9-fluoro-2-oxo-5-phenyl-1,3-dihydro-1,4-benzodiazepin-3-yl]-2-[1-(2-hydroxyethyl)pyrazol-4-yl]-5-methyl-6,7-dihydro-5H-pyrazolo[5,1-b][1,3]oxazine-3-carboxamide FC1=CC=CC=2C(=N[C@@H](C(NC21)=O)NC(=O)C=2C(=NN1C2O[C@@H](CC1)C)C=1C=NN(C1)CCO)C1=CC=CC=C1